CCCCCCCCCCCCCCCC(=O)OC[C@H](COP(=O)(O)OCCN)OC(=O)CCCCCCCCCCC/C=C\\CCCCCCCC The molecule is a 1,2-diacyl-sn-glycero-3-phosphoethanolamine in which the acyl groups at C-1 and C-2 are hexadecanoyl and (13Z)-docosenoyl respectively. It derives from a hexadecanoic acid and an erucic acid.